4-((2-(4-hydroxybenzoyl)hydrazinyl)sulfonyl)-5-methylfuran OC1=CC=C(C(=O)NNS(=O)(=O)C=2C=COC2C)C=C1